O[C@@H]1[C@H](CCCC1)NC(=O)C=1C=C(C=2N(N1)C=CC2)CC2=CC=C(C=C2)C=2C=NC=C(C2)C(N)=O N-[(1s,2s)-2-hydroxycyclohexyl]-4-[4-(5-carbamoyl-pyridin-3-yl)-benzyl]-pyrrolo[1,2-b]pyridazine-2-carboxamide